NC1=CC(=C(C=N1)C=1CCN(CC1)C(=O)OC(C)(C)C)C tert-butyl 6-amino-4-methyl-3',6'-dihydro-2'H-[3,4']bipyridinyl-1'-carboxylate